methyl-styryl-diphenylamine CC1=C(C=CC=C1)N(C1=CC=CC=C1)C=CC1=CC=CC=C1